1-isopropyl-4-methylbicyclo[3.1.0]hexane C(C)(C)C12CCC(C2C1)C